FC(C1=CC=CC(=N1)NC(=O)C=1C(=CC=2N(C1)C=C(N2)C2CCN(CC2)C(CC2CCN(CC2)C2=NC=C(C=C2F)NC2C(NC(CC2)=O)=O)=O)OC(C)C)F N-[6-(difluoromethyl)-2-pyridyl]-2-[1-[2-[1-[5-[(2,6-dioxo-3-piperidyl)amino]-3-fluoro-2-pyridyl]-4-piperidyl]acetyl]-4-piperidyl]-7-isopropoxy-imidazo[1,2-a]pyridine-6-carboxamide